2-((4-(2-(4-chloro-2-fluorophenyl)-4-fluoro-2H-chromene-8-yl)piperidin-1-yl)methyl)-1-(((S)-Oxetan-2-yl)methyl)-1H-imidazo[4,5-b]pyridine-6-carboxylic acid ClC1=CC(=C(C=C1)C1OC2=C(C=CC=C2C(=C1)F)C1CCN(CC1)CC=1N(C=2C(=NC=C(C2)C(=O)O)N1)C[C@H]1OCC1)F